C(C)OC(=O)C1=NN2C(NC(=C(C2C2=CC(=C(C=C2)O)F)C(NC=2C=C3C=CN=CC3=CC2)=O)C)=C1 7-(3-fluoro-4-hydroxyphenyl)-6-(isoquinolin-6-ylcarbamoyl)-5-methyl-4,7-dihydropyrazolo[1,5-a]pyrimidine-2-carboxylic acid ethyl ester